4-aminoimidazo[1,5-a]pyrido[2,3-e]pyrazine-8-carboxylic acid NC=1C=2N(C3=C(N1)N=CC(=C3)C(=O)O)C=NC2